2-((2-(6-(tert-Butyl)pyrimidin-4-yl)-1H-indol-5-yl)thio)-2-methylpropanoic acid C(C)(C)(C)C1=CC(=NC=N1)C=1NC2=CC=C(C=C2C1)SC(C(=O)O)(C)C